CC(CC)CCCC(CCCCCCCC)C 3,7-dimethylpentadecane